[3-[5-bromo-1-ethyl-2-[2-[(1S)-1-methoxyethyl]-3-pyridyl]indol-3-yl]-2,2-dimethyl-propoxy]-tert-butyl-diphenyl-silane BrC=1C=C2C(=C(N(C2=CC1)CC)C=1C(=NC=CC1)[C@H](C)OC)CC(CO[Si](C1=CC=CC=C1)(C1=CC=CC=C1)C(C)(C)C)(C)C